Methyl (2R)-3-[(2'S,4R)-2-chloro-2'-methyl-spiro[6,7-dihydrothieno[3,2-c]pyran-4,4'-piperidine]-1'-yl]-2-hydroxy-propanoate ClC1=CC2=C(CCO[C@]23C[C@@H](N(CC3)C[C@H](C(=O)OC)O)C)S1